5-[2-(pyridin-3-yl)ethylsulfonylamino]-1,3-thiazole-4-carboxylic acid N1=CC(=CC=C1)CCS(=O)(=O)NC1=C(N=CS1)C(=O)O